2-(4-(6-((tert-butoxycarbonyl)amino)hexanamido)piperidin-1-yl)thiazole C(C)(C)(C)OC(=O)NCCCCCC(=O)NC1CCN(CC1)C=1SC=CN1